3-methoxy-5-(1,4,5-trimethyl-6-oxo-3-pyridyl)pyridine-2-carbaldehyde COC=1C(=NC=C(C1)C1=CN(C(C(=C1C)C)=O)C)C=O